7-(1-methoxyethyl)-2-methylthiazolo[5,4-b]pyridine-6-carboxylic acid COC(C)C1=C2C(=NC=C1C(=O)O)SC(=N2)C